C(#C)C1=C(C=C(C=C1)C(=O)N1CCN(CC1)C=1OC=2C(=NC(=CC2)C)N1)OC (4-ethynyl-3-methoxyphenyl)(4-(5-methyloxazolo[4,5-b]pyridin-2-yl)piperazin-1-yl)methanone